CN1N=CC(=C1)C1=CC2=C(O[C@@H](CN2)[C@@H](C2=CC=CC=C2)NCCC2=CC(NC=C2)=O)N=C1 4-(2-(((R)-((S)-7-(1-methyl-1H-pyrazol-4-yl)-2,3-dihydro-1H-pyrido[2,3-b][1,4]oxazin-3-yl)(phenyl)methyl)amino)ethyl)pyridin-2(1H)-one